(S)-3-((5-amino-7-((1-hydroxyhexan-3-yl)amino)-1H-pyrazolo[4,3-d]pyrimidin-1-yl)methyl)-4-methoxybenzoic acid NC=1N=C(C2=C(N1)C=NN2CC=2C=C(C(=O)O)C=CC2OC)N[C@H](CCO)CCC